(1S)-1'-(7-bromo-6-methyl-pyrazolo[1,5-a]pyrazin-4-yl)-5-methoxy-spiro[indan-2,4'-piperidin]-1-amine BrC1=C(N=C(C=2N1N=CC2)N2CCC1(CC2)[C@@H](C2=CC=C(C=C2C1)OC)N)C